(1-(4-(difluoromethyl)-1-methyl-1H-imidazol-2-yl)piperidin-4-yl)methanamine FC(C=1N=C(N(C1)C)N1CCC(CC1)CN)F